2,6-diisopropyl-Perylene methyl-2-((1-(4-cyano-6-methyl-2-(3-(1-methyl-1H-pyrazol-4-yl)pyrrolidin-1-yl)quinolin-8-yl)ethyl)amino)benzoate COC(C1=C(C=CC=C1)NC(C)C=1C=C(C=C2C(=CC(=NC12)N1CC(CC1)C=1C=NN(C1)C)C#N)C)=O.C(C)(C)C1=CC=2C=3C=CC=C4C=CC=C(C5=C(C=CC(=C1)C52)C(C)C)C43